Racemic-trans-(4-(5-Chloro-2-methylphenyl)piperazin-1-yl)((1SR,2RS)-2-fluoro-2-(4-fluorophenyl)-cyclopropyl)methanone ClC=1C=CC(=C(C1)N1CCN(CC1)C(=O)[C@H]1[C@](C1)(C1=CC=C(C=C1)F)F)C |r|